1-(4-fluorophenyl)-1-(4-(piperidin-1-yl)phenyl)prop-2-yn-1-ol FC1=CC=C(C=C1)C(C#C)(O)C1=CC=C(C=C1)N1CCCCC1